2-(6-(4-(3-(tert-Butoxycarbonylamino)propylcarbamoyl)-1H-1,2,3-triazol-1-yl)quinoline-4-carboxamido)acetic acid C(C)(C)(C)OC(=O)NCCCNC(=O)C=1N=NN(C1)C=1C=C2C(=CC=NC2=CC1)C(=O)NCC(=O)O